(S)-methyl 2-((S)-2-(4-methoxy-1H-indole-2-carbonyl)-2-azaspiro[4.4]nonane-3-carboxamido)-3-((S)-2-oxopyrrolidin-3-yl)propanoate COC1=C2C=C(NC2=CC=C1)C(=O)N1CC2(C[C@H]1C(=O)N[C@H](C(=O)OC)C[C@H]1C(NCC1)=O)CCCC2